4-(4-(2',5'-dimethoxy-[1,1'-biphenyl]-4-yl)-1H-1,2,3-triazol-1-yl)picolinic acid methyl ester COC(C1=NC=CC(=C1)N1N=NC(=C1)C1=CC=C(C=C1)C1=C(C=CC(=C1)OC)OC)=O